C1(CC1)CNC1=NC=2N(C(C(=NC2C=N1)C1=CC2=CN(N=C2C=C1)C)=O)C1=CC=C(C=C1)OC(F)F 2-((cyclopropylmethyl)amino)-8-(4-(difluoromethoxy)phenyl)-6-(2-Methyl-2H-indazol-5-yl)pteridine-7(8H)-one